IC1=C(C=CC=C1)C(C(=O)O)(C)C 2-(2-iodophenyl)-2-methylpropanoic acid